C(C)(C)(C)OC(=O)N[C@H](C(=O)OC)CCC(=O)OC 1,5-dimethyl (2S)-2-[(tert-butoxycarbonyl)amino]pentanedioate